4,4',4'',4'''-(ethane-1,1,2,2-tetrayl)tetrabenzenethiol C(C(C1=CC=C(C=C1)S)C1=CC=C(C=C1)S)(C1=CC=C(C=C1)S)C1=CC=C(C=C1)S